(Z)-1-(2-cyano-4,4-dimethylpent-2-enoyl)-6-phenylpiperidine-3-carboxylic acid C(#N)/C(/C(=O)N1CC(CCC1C1=CC=CC=C1)C(=O)O)=C/C(C)(C)C